4-((4-(1-(2-hydroxy-2-methylpropyl)-1H-pyrazol-4-yl)-5-(trifluoromethyl)pyrimidin-2-yl)amino)-3-methylbenzenesulfonamide OC(CN1N=CC(=C1)C1=NC(=NC=C1C(F)(F)F)NC1=C(C=C(C=C1)S(=O)(=O)N)C)(C)C